4-(6-(1-ethyl-1H-indazol-5-yl)-3-((1-methylpiperidin-4-yl)methyl)-3H-imidazo[4,5-c]pyridin-7-yl)benzonitrile C(C)N1N=CC2=CC(=CC=C12)C1=C(C2=C(C=N1)N(C=N2)CC2CCN(CC2)C)C2=CC=C(C#N)C=C2